C[C@H]1N([C@@H](COC1)C)C(=O)C1=C(OC=2C(=NC=NC2)N2CC3(C2)CCN(CC3)C[C@@H]3CC[C@H](CO3)NS(=O)(=O)CC)C=CC(=C1)F N-((3R,6S)-6-((2-(5-(2-((3R,5R)-3,5-Dimethylmorpholine-4-carbonyl)-4-fluorophenoxy)pyrimidin-4-yl)-2,7-diazaspiro[3.5]nonan-7-yl)methyl)tetrahydro-2H-pyran-3-yl)ethanesulfonamide